methyl 2-(2-chloro-6-(4-fluorophenyl)pyridin-4-yl)-3-cyano-2-methylpropanoate ClC1=NC(=CC(=C1)C(C(=O)OC)(CC#N)C)C1=CC=C(C=C1)F